COC(=O)C1(C(N(C1)C)C)C1=CC=C(C=C1)C 3-(4-methylphenyl)-1,2-dimethyl-azetidine-3-carboxylic acid methyl ester